1-(6-bromopyridin-2-yl)-4-methylpiperazine BrC1=CC=CC(=N1)N1CCN(CC1)C